2,3-dimethylbutanedioic acid CC(C(=O)O)C(C(=O)O)C